2-oxopyridin-1(2H)-yl (methyl)but-2-enoate CC(C(=O)ON1C(C=CC=C1)=O)=CC